sodium 1-(1,1-difluoropropyl)-1H-pyrazolo[4,3-c]pyridine-6-carboxylate FC(CC)(F)N1N=CC=2C=NC(=CC21)C(=O)[O-].[Na+]